CN(C1=CC=C(C=C1)C=1C=C(C(NN1)=O)C(=O)N[C@H](CO)C)C 6-[4-(dimethylamino)phenyl]-N-[(2S)-1-hydroxyprop-2-yl]-3-oxo-2,3-dihydropyridazine-4-carboxamide